C(C)(C)(C)OC1=C(C=CC=C1)S(=O)C1=CC=C(C(=O)C2=CC=CC=C2)C=C1 4-[(2-tert-butoxyphenyl)sulfinyl]benzophenone